(S)-2-(2-(3-acetyl-5-(2-methylpyrimidin-5-yl)-1H-indazol-1-yl)acetamido)-N-(6-bromopyridin-2-yl)butanamide C(C)(=O)C1=NN(C2=CC=C(C=C12)C=1C=NC(=NC1)C)CC(=O)N[C@H](C(=O)NC1=NC(=CC=C1)Br)CC